CC=1C=C(N=NC1N1CC=2C=C(C=NC2CC1)C(F)(F)F)CNC=O N-[[5-Methyl-6-[3-(trifluoromethyl)-7,8-dihydro-5H-1,6-naphthyridin-6-yl]pyridazin-3-yl]methyl]formamide